4,4'-((2-hydroxy-3,5-diiodophenyl)methylene)bis(2,6-diiodophenol) OC1=C(C=C(C=C1I)I)C(C1=CC(=C(C(=C1)I)O)I)C1=CC(=C(C(=C1)I)O)I